2-(3-chlorophenyl)-N-(2-(4-methylpiperazin-1-yl)ethyl)-5-(2-nitrophenyl)Oxazole-4-carboxamide ClC=1C=C(C=CC1)C=1OC(=C(N1)C(=O)NCCN1CCN(CC1)C)C1=C(C=CC=C1)[N+](=O)[O-]